COC1CC2C=CC1C2 6-methoxybicyclo[2.2.1]hept-2-ene